CN1C(NC2=C(C1=O)SC(=C2)CN2CCN(CC2)C=2C=NC1=C(N=CC=C1C2)NC)=O 3-methyl-6-((4-(8-(methylamino)-1,7-naphthyridin-3-yl)piperazin-1-yl)methyl)thieno[3,2-d]pyrimidine-2,4(1H,3H)-dione